4-[4-(4-bromo-3-methoxy-phenylcarbamoyl)-2-fluoro-phenyl]-piperazine-1-carboxylic acid tert-butyl ester C(C)(C)(C)OC(=O)N1CCN(CC1)C1=C(C=C(C=C1)C(NC1=CC(=C(C=C1)Br)OC)=O)F